6-methyl-2-(5-methylisoxazol-3-yl)-N-(3-(4'-(trifluoromethoxy)-[1,1'-biphenyl]-4-yl)propyl)thieno[2,3-d]pyrimidin-4-amine CC1=CC2=C(N=C(N=C2NCCCC2=CC=C(C=C2)C2=CC=C(C=C2)OC(F)(F)F)C2=NOC(=C2)C)S1